(15R)-5-[6-[4-[[tert-butyl(dimethyl)silyl]oxymethyl]-1-piperidyl]-3-pyridyl]-15-methyl-11-thia-6,14,17-triazatetracyclo[8.8.0.02,7.012,18]octadeca-1,3,5,7,9,12(18)-hexaen-13-one [Si](C)(C)(C(C)(C)C)OCC1CCN(CC1)C1=CC=C(C=N1)C=1C=CC2=C3C=4NC[C@H](NC(C4SC3=CC=C2N1)=O)C